3-(2-(tert-butoxy)acetyl)-3-azabicyclo[3.1.0]hexane-6-carboxylic acid C(C)(C)(C)OCC(=O)N1CC2C(C2C1)C(=O)O